N-(3-bromo-2-methyl-phenyl)-2-(trifluoromethyl)-7-vinyl-pyrido[3,2-d]pyrimidin-4-amine BrC=1C(=C(C=CC1)NC=1C2=C(N=C(N1)C(F)(F)F)C=C(C=N2)C=C)C